CC(C)[C@@H]1CN(CCN1)C1=CC=C(N=N1)C1=NC=CC=C1O 2-{6-[(3R)-3-(prop-2-yl)piperazin-1-yl]pyridazin-3-yl}pyridin-3-ol